FC1=C(C=CC=C1)C1=NN2C(=NC=3C=CC=CC3C2=N1)NC=1C(N=CC=CC1)=O (3R)-3-{[2-(2-fluorophenyl)[1,2,4]triazolo[1,5-c]quinazolin-5-yl]amino}azepin-2-one